2-morpholinoethyl (3S)-1-[(2R)-2-[4-(2-chloro-4-fluoro-phenyl)-2-oxo-chromen-7-yl] oxypropanoyl]piperidine-3-carboxylate ClC1=C(C=CC(=C1)F)C1=CC(OC2=CC(=CC=C12)O[C@@H](C(=O)N1C[C@H](CCC1)C(=O)OCCN1CCOCC1)C)=O